5-Methyl-10,10-dioxothianthrenium hexafluorophosphat F[P-](F)(F)(F)(F)F.C[S+]1C=2C=CC=CC2S(C2=CC=CC=C12)(=O)=O